R-(+)-2,2'-dioxobutyl-6,6'-diacetyl-1,1'-binaphthyl O=C(CC1=C(C2=CC=C(C=C2C=C1)C(C)=O)C=1C(CC=C2C=C(C=CC12)C(C)=O)=O)CC